NC1=NC(=NC(=N1)N)CCN1C(=NC=C1)CCCCCCCCCCC 2,4-diamino-6-[2-(2-undecyl-1H-imidazol-1-yl)ethyl]-1,3,5-triazine